3-(piperidin-1-ylmethyl)hexanoic acid N1(CCCCC1)CC(CC(=O)O)CCC